ClC1=C(C=2NC3=CC=CC=C3C2C=C1)B(O)O 2-chloro-9H-carbazolyl-boronic acid